4-(1,3-dihydroxy-1-(4-methoxyphenyl)propyl)benzonitrile OC(CCO)(C1=CC=C(C=C1)OC)C1=CC=C(C#N)C=C1